6-bromopyrazolo[1,5-a]pyridine-3-carboxylic acid BrC=1C=CC=2N(C1)N=CC2C(=O)O